OC=1C=NN(C1)CC1=CC2=C(C(=NO2)NS(=O)(=O)C2=C(C=CC=C2OC)OC)C(=C1)OC N-{6-[(4-hydroxy-1H-pyrazol-1-yl)methyl]-4-methoxy-1,2-benzoxazol-3-yl}-2,6-dimethoxybenzene-1-sulfonamide